ethyl N-(6-(1,4-dioxa-7-azaspiro[4.4]nonan-7-yl)-3-(trifluoromethyl)imidazo[1,2-b]pyridazin-8-yl)-N-(4-methoxybenzyl)glycinate O1CCOC12CN(CC2)C=2C=C(C=1N(N2)C(=CN1)C(F)(F)F)N(CC(=O)OCC)CC1=CC=C(C=C1)OC